racemic-3-(4-amino-6-methylquinazolin-8-yl)-2,4-dimethylphenol NC1=NC=NC2=C(C=C(C=C12)C)C=1C(=C(C=CC1C)O)C